SC(CCC(=O)O)C 4-sulfanyl-pentanoic acid